C1(=CC=CC=C1)C1=CC=C(C2=CC=CC=C12)C1=CC=C(C=C1)NC=1C(=CC=CC1)C1=CC=CC=C1 N-(4-(4-phenylnaphthalen-1-yl)phenyl)-[1,1'-biphenyl]-2-amine